(rac)-(2s,4s)-2-(1-Phenyl-3-azabicyclo[3.1.0]hexan-3-carbonyl)-7-oxa-5-azaspiro[3.4]octan-6-on C1(=CC=CC=C1)C12CN(CC2C1)C(=O)C1CC2(C1)NC(OC2)=O